ClC1=NC=CC(=N1)NS(=O)(=O)C1=CC(=CC(=C1)C(F)(F)F)C(F)(F)F N-(2-chloro-4-pyrimidinyl)-3,5-bis(trifluoromethyl)benzenesulfonamide